3-Methyl-N-(2-(4-(pyridin-2-yl)piperazin-1-yl)pyrimidin-5-yl)benzamid CC=1C=C(C(=O)NC=2C=NC(=NC2)N2CCN(CC2)C2=NC=CC=C2)C=CC1